2-(6-(4-((5-chloro-3-fluoropyridin-2-yl)oxy)-2-fluorophenyl)pyrazin-2-yl)acetic acid ClC=1C=C(C(=NC1)OC1=CC(=C(C=C1)C1=CN=CC(=N1)CC(=O)O)F)F